C(C)(=O)N(C1=C(C=C(C=C1)C1=CC=C(C=N1)C(=O)NCC1=CC(=NC=C1)N)Cl)CC1CC1 6-[4-[Acetyl-(cyclopropylmethyl)amino]-3-chloro-phenyl]-N-[(2-amino-4-pyridinyl)methyl]pyridine-3-carboxamide